N1=C(N=CC(=C1)[C@H]1[C@@H](C1)C=1C=C(C(=C(C1)N1C[C@@H](CC1)O)F)F)C1=NC=CC=N1 trans-(3R)-1-(5-(2-([2,2-bipyrimidin]-5-yl)cyclopropyl)-2,3-difluorophenyl)pyrrolidin-3-ol